S1C(=CC=C1)CN(C([O-])=O)CC=1SC=CC1 bis(thiophene-2-yl-methyl)carbamate